ClC=1C=C(C=C(C1)C(F)(F)F)[C@H]1C=NOC1C(F)(F)F (S)-4-(3-chloro-5-(trifluoromethyl)phenyl)-5-(trifluoromethyl)-4,5-dihydro-isoxazole